NS(=O)(=O)O Aminosulphonic Acid